3-(8-chloro-4-oxo-3,4-dihydro-quinazolin-2-yl)-2,5-dihydro-1H-pyrrole-1-carboxylic acid tert-butyl ester C(C)(C)(C)OC(=O)N1CC(=CC1)C1=NC2=C(C=CC=C2C(N1)=O)Cl